C(C)(=O)C1=CC2=C(O1)C(=C1C=CC=CC1=C2OC(=O)NCCNCCC(=O)O)OC(=O)NCCNCCC(=O)O 3,3'-((((((2-acetylnaphtho[2,3-b]furan-4,9-diyl)bis(oxy))bis(carbonyl))bis(azanediyl))bis(ethane-2,1-diyl))bis(azanediyl))dipropionic Acid